CC1=C2C(=CC=3C(OC=NC31)=O)N=CC=C2 10-methylpyrido[2,3-g][3,1]benzoxazin-4-one